ClC1=CC(=CS1)C 5-chloro-3-methylthiophene